FC1=C(C=CC(=C1)[N+](=O)[O-])N1CCC(CC1)(C(=O)OCC1=CC=CC=C1)O benzyl 1-(2-fluoro-4-nitro-phenyl)-4-hydroxy-piperidine-4-carboxylate